N1-((3-((6r,9s)-3,3-dimethyl-1-oxaspiro[5.5]undecan-9-yl)-5,5-difluoro-5,6-dihydro-4H-pyrrolo-[1,2-b]pyrazol-2-yl)methyl)-N1,N2-dimethylethane-1,2-diamine CC1(COC2(CC1)CCC(CC2)C2=C1N(N=C2CN(CCNC)C)CC(C1)(F)F)C